2-(amino(1-(2-methoxyethyl)piperidin-4-yl)methyl)-4,5-dichlorophenol NC(C1=C(C=C(C(=C1)Cl)Cl)O)C1CCN(CC1)CCOC